CC=1C=C(C=C(C1)C)S(=O)(=O)C=1C=CC=C2C(N(C(NC12)=O)O)=O 8-((3,5-dimethylphenyl)sulfonyl)-3-hydroxyquinazoline-2,4(1H,3H)-dione